CC1=NOC(=C1C=1C=C2C(=NC(=NC2=CC1)C=1C=NN(C1)CS(=O)(=O)C)N1[C@H](COCC1)C1=CC=CC=C1)C (S)-4-(6-(3,5-dimethylisoxazol-4-yl)-2-(1-((methylsulfonyl)methyl)-1H-pyrazol-4-yl)quinazolin-4-yl)-3-phenylmorpholine